N-(4-(4-(cyclobutylsulfonylamino)-2-ethylphenyl)-1H-pyrrolo[2,3-b]pyridin-6-yl)cyclopropylcarboxamide C1(CCC1)S(=O)(=O)NC1=CC(=C(C=C1)C1=C2C(=NC(=C1)NC(=O)C1CC1)NC=C2)CC